C(C)(C)(C)OC(=O)N1C[C@@H](N(C[C@@H]1C)C[B-](F)(F)F)C.[K+] potassium (((2S,5S)-4-(tert-butoxycarbonyl)-2,5-dimethylpiperazin-1-yl)methyl)trifluoroborate